N-(1-cyanocyclopropyl)-4-(methyl-(2-morpholinoethyl)amino)-9H-pyrimido[4,5-b]indole-7-sulfonamide C(#N)C1(CC1)NS(=O)(=O)C1=CC=C2C3=C(NC2=C1)N=CN=C3N(CCN3CCOCC3)C